F\C(=C/CN)\CN1C=NC2=C1C=C(C=C2C=2C=NC=C(C2)F)C(F)(F)F (Z)-3-fluoro-4-(4-(5-fluoropyridin-3-yl)-6-(trifluoromethyl)-1H-benzo[d]imidazol-1-yl)but-2-en-1-amine